ClC1=C(C(=O)OC)C=CN=C1C=O methyl 3-chloro-2-formylisonicotinate